C(C1=CC=CC=C1)(=O)OCC1CC=2C(=NC=3N(C2Cl)N=CC3Br)C13CCCC3 (3'-bromo-8'-chloro-6',7'-dihydrospiro[cyclopentane-1,5'-cyclopenta[d]pyrazolo[1,5-a]pyrimidine]-6'-yl)methyl benzoate